bis(4-t-butylcyclohexyl peroxy) dicarbonate C(=O)(OOOC1CCC(CC1)C(C)(C)C)OC(=O)OOOC1CCC(CC1)C(C)(C)C